CC1=C(C(=NC=C1C1CC1)C(=O)O)NC1CC(C1)OC methyl-5-cyclopropyl-3-[3-(cis-methoxy)cyclobutyl]amino-pyridine-2-carboxylic acid